CC1(OC2CC3C4CC(C5=CC(=O)C=CC5(C4(C(CC3(C2(O1)C(=O)CO)C)O)F)C)F)C (6α,9α,11β,16β)-6,9-difluoro-11,21-dihydroxy-16,17-[(1-methylethylidene)bis(oxy)]pregna-1,4-diene-3,20-dione